dibenzyl-4-(trifluoromethyl)-4-[(trimethylsilyl)oxy]cyclohexan-1-amine C(C1=CC=CC=C1)C1C(CCC(C1)(O[Si](C)(C)C)C(F)(F)F)(N)CC1=CC=CC=C1